OC=CCCCCCCCC (8R)-hydroxydec-1-ene